3-(6-(4-fluorobenzyl)-3-methylindolin-3-yl)propionitrile FC1=CC=C(CC2=CC=C3C(CNC3=C2)(C)CCC#N)C=C1